15-(heptadec-9-yloxy)-7,15-dioxopentadecanoic acid CCCCCCCCC(CCCCCCCC)OC(CCCCCCCC(CCCCCC(=O)O)=O)=O